tert-Butyl L-alaninate HCl Cl.N[C@@H](C)C(=O)OC(C)(C)C